3-{3-methyl-4-[(2-oxo-1,2-dihydropyrido[2,3-b]pyrazin-8-yl)oxy]phenyl}-1-[5-(trifluoromethyl)-3-pyridinyl]-2,4-imidazolidinedione CC=1C=C(C=CC1OC1=CC=NC=2N=CC(NC21)=O)N2C(N(CC2=O)C=2C=NC=C(C2)C(F)(F)F)=O